BrC=1C=CC(=NC1)[C@H]1N([C@@H](CC2=C(C(=CC=C12)N)C)C)CC(CO[Si](C1=CC=CC=C1)(C1=CC=CC=C1)C(C)(C)C)(F)F (1S,3R)-1-(5-bromopyridin-2-yl)-2-(3-((tert-butyldiphenylsilyl)oxy)-2,2-difluoropropyl)-3,5-dimethyl-1,2,3,4-tetrahydroisoquinolin-6-amine